N-(2,2-difluoroethyl)-5-fluoro-2-{1-methyl-6-[(pyrrolidin-3-yl)methyl]-1H-indazol-4-yl}-N-(isopropyl)benzamide FC(CN(C(C1=C(C=CC(=C1)F)C1=C2C=NN(C2=CC(=C1)CC1CNCC1)C)=O)C(C)C)F